FC1=C(CN2C(N([C@H](C3=CC=C(C=C23)C(=O)O)C)C)=O)C(=CC(=C1)OC)F (S)-1-(2,6-difluoro-4-methoxybenzyl)-3,4-dimethyl-2-oxo-1,2,3,4-tetrahydroquinazoline-7-carboxylic acid